ClC1=C(C=C(C=C1OC)OC)C1=CC2=C(N=C(N=C2)NC2=CC=C(C=C2)C2CCN(CC2)C2CC2)N2C1=NN=C2 6-(2-chloro-3,5-dimethoxyphenyl)-N-(4-(1-cyclopropylpiperidin-4-yl)phenyl)-[1,2,4]triazolo[4',3':1,6]pyrido[2,3-d]pyrimidin-2-amine